(5S)-3-bromo-5-[(3S)-3-piperidyl]-4,5-dihydroisoxazole BrC1=NO[C@@H](C1)[C@@H]1CNCCC1